FC(C1=CC=C(C=C1)N1N=NC(=C1)CO[C@@H]([C@@](CN1N=CN=C1)(O)C1=C(C=C(C=C1)F)F)C)(F)F (2R,3R)-3-((1-(4-trifluoromethylphenyl)-1H-1,2,3-triazole-4-yl)-methoxyl)-2-(2,4-difluorophenyl)-1-(1H-1,2,4-triazole-1-yl)butane-2-ol